(3R,5S)-1-((3-(diethylamino)propoxy)carbonyl)piperidine-3,5-diyl bis(4,4-bis(octyloxy)butanoate) C(CCCCCCC)OC(CCC(=O)O[C@H]1CN(C[C@H](C1)OC(CCC(OCCCCCCCC)OCCCCCCCC)=O)C(=O)OCCCN(CC)CC)OCCCCCCCC